5-Hydroxy-1-isopropyl-6,10-dioxo-1,2,3,4,6,9,9a,10-octahydro-1,4a,8a-triaza-anthracene-7-carboxylic acid-4-fluoro-benzylamide FC1=CC=C(CNC(=O)C=2C(C(=C3C(N4CCCN(C4CN3C2)C(C)C)=O)O)=O)C=C1